C(CCCCCCCCCCCCCCCCC)(=O)OCC(OC(CCCCCCCCCCCCCCCCC)=O)CO glycerol di-stearate